(S)-2-((S)-2-((((9H-fluoren-9-yl)methoxy)carbonyl)amino)-3-methylbutyrylamino)-5-Ureidovaleric acid C1=CC=CC=2C3=CC=CC=C3C(C12)COC(=O)N[C@H](C(=O)N[C@H](C(=O)O)CCCNC(=O)N)C(C)C